6-(1,2-dimethyl-1H-benzo[d]imidazol-5-yl)-5-(2-(2-fluoro-2-methylpropyl)oxazol-5-yl)picolinonitrile CN1C(=NC2=C1C=CC(=C2)C2=C(C=CC(=N2)C#N)C2=CN=C(O2)CC(C)(C)F)C